C1(CC1)C1=NC=NC(=C1C1=NC=2N(C3(C(NC2C=N1)=O)CC3)CC3=CC=C(C=C3)C=3N(C=C(N3)C(F)(F)F)C)OC 2'-(4-Cyclopropyl-6-methoxypyrimidin-5-yl)-8'-(4-(1-methyl-4-(trifluoromethyl)-1H-imidazole-2-yl)benzyl)-5',8'-dihydro-6'H-spiro[cyclopropane-1,7'-pteridine]-6'-one